1-hydroxyethane-1,1-diylbis(phosphonic acid) OC(C)(P(O)(O)=O)P(O)(O)=O